(3R)-4-amino-N-ethyl-3-methyl-N-((1R)-1-(5-(trifluoromethyl)-2-pyridinyl)ethyl)-1,3-dihydrofuro[3,4-c]quinoline-8-carboxamide NC1=NC=2C=CC(=CC2C2=C1[C@H](OC2)C)C(=O)N([C@H](C)C2=NC=C(C=C2)C(F)(F)F)CC